C(C(O)CC(=O)[O-])(=O)[O-] malic acid anion